ClC1=NC=C(C(=N1)C1=C(C2=C(C(NC2=O)(C)C)S1)C)F 2-(2-chloro-5-fluoropyrimidin-4-yl)-3,6,6-trimethyl-5,6-dihydro-4H-thieno[2,3-c]pyrrol-4-one